C(C)(C)C1=C(OC=2C=CC(=C(C(=O)N)C2)C2CN(CC2)C2=NC=CC=C2)C=CC=C1 5-(2-Isopropylphenoxy)-2-(1-pyridylpyrrolidin-3-yl)benzamide